2-amino-4-hydroxy-6-(2-hydroxyethyl)-pyrimidine NC1=NC(=CC(=N1)O)CCO